(R)-3-(2,4-difluoro-phenyl)-N-[2-hydroxy-1-(3-morpholin-4-yl-phenyl)-ethyl]-acrylamide FC1=C(C=CC(=C1)F)C=CC(=O)N[C@@H](CO)C1=CC(=CC=C1)N1CCOCC1